C1(=CC=CC=C1)C(CN1CCC(CC1)CC(=O)O)C1=CC=CC=C1 2-(1-(2,2-diphenylethyl)piperidin-4-yl)acetic acid